2-[7-[(E)-2-[(tert-Butyloxycarbonylamino)methyl]-3-fluoro-allyloxy]-1-oxo-3,4-dihydroisoquinolin-2-yl]acetic acid C(C)(C)(C)OC(=O)NC/C(/COC1=CC=C2CCN(C(C2=C1)=O)CC(=O)O)=C\F